FC(C(F)(F)F)(C(F)(F)F)CCC[C@@H](C)[C@H]1CC[C@H]2[C@@H]3CC=C4C[C@@H](O)CC[C@]4(C)[C@H]3CC[C@]12C 25,26,26,26,27,27,27-heptafluorocholesterol